CC1=CC=C(CNS(=O)(=O)C2=CC=C(C=C2)NC(=O)C2C(C2)C2=CC=NC=C2)C=C1 N-(4-(N-(4-methylbenzyl)sulfamoyl)phenyl)-2-(pyridin-4-yl)cyclopropane-1-carboxamide